2-((3,5-dicyano-4-ethyl-6-(4-(2-hydroxypropyl)-1,4-diazepan-1-yl)pyridin-2-yl)thio)-2-phenylacetamide C(#N)C=1C(=NC(=C(C1CC)C#N)N1CCN(CCC1)CC(C)O)SC(C(=O)N)C1=CC=CC=C1